OC1(CN(C1)C1=C(C=C(C=N1)C=1C(=C(COC(NC(N)=N)=O)C=CC1)F)F)O carbamimidoyl-carbamic acid 3-[6-(3,3-dihydroxyazetidin-1-yl)-5-fluoropyridin-3-yl]-2-fluorobenzyl ester